CN1CCC(CC1)OC=1C=C2C(=CN1)OC(=C2)C#N 5-((1-methylpiperidin-4-yl)oxy)furo[2,3-c]pyridine-2-carbonitrile